Methyl 2-(1-(4-(6-((4-cyano-2-fluorobenzyl) oxy) pyridin-2-yl) piperidin-1-yl) ethyl)-1-(((S)-oxetan-2-yl) methyl)-1H-benzo[d]imidazole-6-carboxylate C(#N)C1=CC(=C(COC2=CC=CC(=N2)C2CCN(CC2)C(C)C2=NC3=C(N2C[C@H]2OCC2)C=C(C=C3)C(=O)OC)C=C1)F